5-chloro-4-fluoro-10-methyl-2-(methylthio)-9,10-dihydro-8H-7-oxa-1,3,6,10-tetraazacyclohepta[de]naphthalene ClC1=C(C=2N=C(N=C3C2C(=N1)OCCN3C)SC)F